benz[de]isoquinolin-1-one C1(N=CC2=C3C(C=CC=C13)=CC=C2)=O